3-chloro-N-(2,4-difluoro-3-iodophenyl)-4-fluorobenzenesulfonamide ClC=1C=C(C=CC1F)S(=O)(=O)NC1=C(C(=C(C=C1)F)I)F